methyl 4-(chlorosulfonyl)-2-fluorobenzoate ClS(=O)(=O)C1=CC(=C(C(=O)OC)C=C1)F